2,5-Dimethoxypyridine-4-boronic acid COC1=NC=C(C(=C1)B(O)O)OC